NC1=C(C=2C=3N(C(=NC2N1C1=C(C(=CC=C1C)OC)C)C)C=CN3)C#N 8-amino-7-(3-methoxy-2,6-dimethylphenyl)-5-methyl-7H-imidazo[1,2-c]pyrrolo[3,2-e]pyrimidine-9-carbonitrile